FC1=C(OC2=C(C(=C(C=C2)NC(=O)C2=NN(C=C2)C2=CN=NC=C2)N2C[C@H](N(CC2)C)CNC)C(F)(F)F)C=CC=C1 N-[4-(2-fluorophenoxy)-2-{(3R)-4-methyl-3-[(methylamino)methyl]piperazin-1-yl}-3-(trifluoromethyl)phenyl]-1-(pyridazin-4-yl)-1H-pyrazole-3-carboxamide